C1(=CC=CC=C1)N(C1=CC=C(C=C1)C1=CC=C2C=3C=CC(=CC3C(C2=C1)(CCCCCCCC)CCCCCCCC)C1=CCN(C2=CC=CC=C12)CC)C1=CC=CC=C1 4-(7-(4-(diphenylamino)phenyl)-9,9-dioctyl-9H-fluoren-2-yl)-1-ethylquinolin